3-(4-cyanobenzylidene)-5-(2-fluorobenzenesulfonyl)-N-(4-fluorobenzenesulfonyl)-4-piperidone C(#N)C1=CC=C(C=C2CN(CC(C2=O)S(=O)(=O)C2=C(C=CC=C2)F)S(=O)(=O)C2=CC=C(C=C2)F)C=C1